2-oxoethyl 5-(1,2-dithiolan-3-yl)pentanoate S1SC(CC1)CCCCC(=O)OCC=O